CC(\C=N\CCC)=C (E)-2-methyl-N-propyl-prop-2-en-1-imine